(R)-5-(4-chlorophenyl)-4,4-dimethyl-1,3-dioxolan-2-one ClC1=CC=C(C=C1)[C@@H]1C(OC(O1)=O)(C)C